(2R,5S)-5-[2-(4-chloro-3-fluorophenoxy)acetamido]-N-[6-(trifluoromethoxy)pyridin-2-yl]piperidine-2-carboxamide ClC1=C(C=C(OCC(=O)N[C@H]2CC[C@@H](NC2)C(=O)NC2=NC(=CC=C2)OC(F)(F)F)C=C1)F